6-(1-(2,2-difluoroethyl)-4-(4-fluoro-phenyl)-1H-imidazol-5-yl)-N,N-dimethylimidazo[1,2-b]pyridazine-3-carboxamide FC(CN1C=NC(=C1C=1C=CC=2N(N1)C(=CN2)C(=O)N(C)C)C2=CC=C(C=C2)F)F